C(C1=CC=CC=C1)(=O)N1C(N(C=CC1=O)C1C(N(CC1)C1=CC=C(C(=O)O)C=C1)=O)=O 4-(3-(3-benzoyl-2,4-dioxo-3,4-dihydropyrimidin-1(2H)-yl)-2-oxopyrrolidin-1-yl)benzoic acid